ClC=1C=C(C=C(C1)Cl)N1N=NC(=C1C)C(=O)OCC ethyl 1-(3,5-dichlorophenyl)-5-methyl-1H-1,2,3-triazole-4-carboxylate